C(C)(C)(C)C1=NC(=NO1)C(=O)NC(C)C1=C(C(=C(C=C1)C=1C2=C(N=CN1)N(C=C2)COCC[Si](C)(C)C)F)C 4-(4-(1-(5-(tert-butyl)-1,2,4-oxadiazole-3-carboxamido)Ethyl)-2-fluoro-3-methylphenyl)-7-((2-(trimethylsilyl)ethoxy)methyl)-7H-pyrrolo[2,3-d]Pyrimidine